COC([C@@H](NC([C@@H](N)CC(C)C)=O)CC(C)C)=O L-Leucyl-L-Leucine methyl ester